Sodium (2S)-1-hydroxy-2-((S)-2-((((7-isobutyryl-7-azaspiro[3.5]nonan-2-yl)oxy) carbonyl)amino)-4-methylpentanamido)-3-((R)-2-oxopyrrolidin-3-yl)propane-1-sulfonate OC([C@H](C[C@@H]1C(NCC1)=O)NC([C@H](CC(C)C)NC(=O)OC1CC2(C1)CCN(CC2)C(C(C)C)=O)=O)S(=O)(=O)[O-].[Na+]